OCC=1C=2N(C=CC1)N=C(C2C(=O)[O-])CC(=O)OC 4-(hydroxymethyl)-2-(2-methoxy-2-oxoethyl)pyrazolo[1,5-a]pyridine-3-carboxylate